ClC1=CC=C2C(=N1)C(N(C21CCC(CC1)=O)C)=O 2'-chloro-6'-methylspiro[cyclohexane-1,5'-pyrrolo[3,4-b]pyridine]-4,7'(6'H)-dione